C(C(=C)C)(=O)OC(C)(CCC(C)(OC(C(=C)C)=O)C)C 2,5-bisMethyl-2,5-hexanediol Dimethacrylate